(E)-3-fluoro-2-(2-(3-fluorophenylsulfonyl)vinyl)pyridine FC=1C(=NC=CC1)\C=C\S(=O)(=O)C1=CC(=CC=C1)F